C[Si](CCOCN1C=NC2=C1C=CC(=C2)C=O)(C)C 1-((2-(Trimethylsilyl)ethoxy)methyl)-1H-benzo[d]imidazole-5-carbaldehyde